1-(1-(3-bromo-2-chloropyridin-4-yl)-3-methyl-1H-pyrazol-5-yl)-N-methylmethan-d2-amine BrC=1C(=NC=CC1N1N=C(C=C1C(NC)([2H])[2H])C)Cl